(R)-4-((R)-N-(methylsulfonyl)-N-(1-(1-(naphthalen-1-yl)ethyl)piperidin-4-yl)glycyl)-N-(prop-2-yn-1-yl)piperazine-1-carboxamide CS(=O)(=O)N(CC(=O)N1CCN(CC1)C(=O)NCC#C)C1CCN(CC1)[C@H](C)C1=CC=CC2=CC=CC=C12